butyl (S)-3-(5-(4-morpholinophenyl)-3-ureidothiophene-2-carboxamido)piperidine-1-carboxylate O1CCN(CC1)C1=CC=C(C=C1)C1=CC(=C(S1)C(=O)N[C@@H]1CN(CCC1)C(=O)OCCCC)NC(=O)N